5-hydroxy-8-methyl-2-phenoxy-1,7-naphthyridine-6-carboxylic acid methyl ester COC(=O)C=1C(=C2C=CC(=NC2=C(N1)C)OC1=CC=CC=C1)O